(2R,6S)-2,6-dimethyl-N-(2-{[4-(trifluoromethyl)phenyl]methyl}-2-aza-spiro[3.3]heptan-6-yl)-4-[5-(trifluoromethyl)pyrimidin-2-yl]piperazine-1-carboxamide C[C@H]1N([C@H](CN(C1)C1=NC=C(C=N1)C(F)(F)F)C)C(=O)NC1CC2(CN(C2)CC2=CC=C(C=C2)C(F)(F)F)C1